CNC[C@@H]1OCCC2=CC=C3C(=C12)CCO3 (R)-N-methyl-1-(3,4,8,9-tetrahydro-1H-furo[2,3-H]isochromen-1-yl)methylamine